(6-bromohexyl)tris((9-methyldec-5-yn-2-yl)oxy)silane BrCCCCCC[Si](OC(C)CCC#CCCC(C)C)(OC(C)CCC#CCCC(C)C)OC(C)CCC#CCCC(C)C